6-(4-chloro-3-isobutoxy-phenyl)pyrimidine-4-carboxylic acid ClC1=C(C=C(C=C1)C1=CC(=NC=N1)C(=O)O)OCC(C)C